5-chloro-3-ethyl-4-nitro-1-(tetrahydro-2H-pyran-2-yl)-1H-pyrazole ClC1=C(C(=NN1C1OCCCC1)CC)[N+](=O)[O-]